ClC1=CC=C(C=C1)C1C(=C(N=C2N1C(/C(/S2)=C/C2=CC=C(OCC(=O)O)C=C2)=O)C)C(=O)OCC (Z)-2-(4-((5-(4-chlorophenyl)-6-(ethoxycarbonyl)-7-methyl-3-oxo-5H-thiazolo[3,2-a]pyrimidin-2(3H)-ylidene)methyl)phenoxy)acetic acid